N1=CN=C2C=CNC2=C1 9-deazapurine